CC(SCSCSC(CC(SCSC(CC(SCS)SCS)SCS)SCS)SCS)S methyl-7,9,13,15-tetrakis(mercaptomethyl-thio)-1,17-dimercapto-2,4,6,10,12,16-hexathiaheptadecane